1H,7H-dipyrrolo[3,4-b:3',4'-f][1,4,5]oxathiazocine-8-carboxamide C1N=CC2=NSC=3C(OC=C21)=C(NC3)C(=O)N